(rac)-1-[1-[4-(trifluoromethoxy)phenyl]cyclopropanecarbonyl]azepane-2-carboxylic acid methyl ester COC(=O)[C@@H]1N(CCCCC1)C(=O)C1(CC1)C1=CC=C(C=C1)OC(F)(F)F |r|